trans-4-((3-(2-Cyclopropyloxazol-4-yl)phenyl)((trans-4-(5-methoxy-6-methylpyridin-2-yl)cyclohexyl)methyl)carbamoyl)cyclohexyl 3-hydroxyazetidine-1-carboxylate OC1CN(C1)C(=O)O[C@@H]1CC[C@H](CC1)C(N(C[C@@H]1CC[C@H](CC1)C1=NC(=C(C=C1)OC)C)C1=CC(=CC=C1)C=1N=C(OC1)C1CC1)=O